(2S,3S,4R)-3-cyclopropyl-4-fluoro-5-oxopyrrolidin C1(CC1)[C@H]1CNC([C@@H]1F)=O